S1[As]2S[As]1S2 arsenic trisulfide